CCCCCCCCCCCCCC(=O)N[C@H](C(=O)[O-])O The molecule is an N-acyl-(2S)-hydroxyglycinate resulting from the deprotonation of the carboxy group of N-tetradecanoyl-(2S)-hydroxyglycine. The major species at pH 7.3. It is a conjugate base of a N-tetradecanoyl-(2S)-hydroxyglycine.